3,5-dimethyl-benzene-1,2-diamine CC1=C(C(=CC(=C1)C)N)N